O[C@@H]1C[C@H](N(C1)C([C@H](C(C)(C)C)NC(CCCCCCCC(=O)O)=O)=O)C(N[C@@H](C)C1=CC=C(C=C1)C1=C(N=CS1)C)=O 9-(((S)-1-((2S,4R)-4-hydroxyl-2-(((S)-1-(4-(4-Methylthiazol-5-yl)phenyl)ethyl)carbamoyl)pyrrolidin-1-yl)-3,3-dimethyl-1-oxobutan-2-yl)amino)-9-Oxononanoic acid